2-[[2-(trifluoromethyl)-4-pyridinyl]oxy]acetic acid FC(C1=NC=CC(=C1)OCC(=O)O)(F)F